C(=C)N1C=CC=C1 N-vinyl-pyrrole